C(CCC)[P+](CCCC)(CCCC)CCCC Tetrabutyl-phosphonium